2-((3-(2,6-dioxopiperidin-3-yl)-1-methyl-1H-indazol-6-yl)oxy)-N-((R)-2-oxo-pyrrolidin-3-yl)acetamide O=C1NC(CCC1C1=NN(C2=CC(=CC=C12)OCC(=O)N[C@H]1C(NCC1)=O)C)=O